5-(4-fluoro-1-isopropyl-2-methyl-1H-benzo[d]imidazol-6-yl)-N-((1-fluorocyclobutyl)methyl)-7H-pyrrolo[2,3-d]pyrimidin-2-amine FC1=CC(=CC=2N(C(=NC21)C)C(C)C)C2=CNC=1N=C(N=CC12)NCC1(CCC1)F